silver-indium-cadmium-tin [Sn].[Cd].[In].[Ag]